(S)-3-butyl-3-ethyl-8-hydroxy-7-(methylsulfanyl)-5-phenyl-2,3,4,5-tetrahydro-1,5-benzothiazepine 1,1-dioxide C(CCC)[C@@]1(CS(C2=C(N(C1)C1=CC=CC=C1)C=C(C(=C2)O)SC)(=O)=O)CC